(2R,3R,4R,5S,6S)-4-ethoxy-3,5-dimethoxy-6-methyltetrahydropyran-2-ol C(C)O[C@H]1[C@H]([C@@H](O[C@H]([C@@H]1OC)C)O)OC